OC[C@@](C)(O)C1=CC=C(S1)S(=O)(=O)N (R)-5-(1,2-dihydroxypropan-2-yl)thiophene-2-sulfonamide